5-aminotricyclo[3.3.1.13,7]decan-2-ol NC12CC3C(C(CC(C1)C3)C2)O